C12CNCC(CC1)N2C2=NC1=CC=CC=C1C(=N2)NC=2C=C1C=NNC1=CC2 2-(3,8-diazabicyclo[3.2.1]oct-8-yl)-N-(1H-indazol-5-yl)quinazolin-4-amine